N2,N7-di(bicyclo[1.1.1]pentan-1-yl)-9-oxo-9H-fluorene-2,7-disulfonamide C12(CC(C1)C2)NS(=O)(=O)C2=CC=1C(C3=CC(=CC=C3C1C=C2)S(=O)(=O)NC21CC(C2)C1)=O